FC=1C(=NC(=NC1)NC1CCNCC1)C=1C=C(C=CC1)N1C(CCCC1)=O 1-(3-(5-fluoro-2-(piperidin-4-ylamino)pyrimidin-4-yl)phenyl)piperidin-2-one